Br.O=C1NC(CCC1C=1C=C(C=CC1)NC(CN1[C@H](CNCC1)C(F)(F)F)=O)=O N-(3-(2,6-dioxopiperidin-3-yl)phenyl)-2-((R)-2-(trifluoromethyl)piperazin-1-yl)acetamide hydrobromide